benzyl 4-(2-ethoxy-2-oxoacetyl)piperazine-1-carboxylate C(C)OC(C(=O)N1CCN(CC1)C(=O)OCC1=CC=CC=C1)=O